CN[C@H](CC(C)C)C(=O)O.N[C@@H](CC(N)=O)C(=O)O L-asparagine methyl-D-leucinate